FC(OC=1C=C(C=CC1)C1CN(CC1)C(=O)OC(C)(C)C)(F)F tert-Butyl 3-(3-(trifluoromethoxy)phenyl)pyrrolidine-1-carboxylate